C(C)(C)(CC)P(C(C)(C)CC)CC1=C(C=CC=C1)CP(C1=C(C=CC=C1)C)C1=C(C=CC=C1)C 1-(di-t-pentylphosphinomethyl)-2-(di-o-tolylphosphinomethyl)benzene